Methyl-propyldisulfide CSSCCC